5-(4-((piperidin-4-ylsulfonyl)ethynyl)phenoxy)-1H-1,2,3-triazole-4-carboxylic acid N1CCC(CC1)S(=O)(=O)C#CC1=CC=C(OC2=C(N=NN2)C(=O)O)C=C1